3-(5-((1-((4'-chloro-5,5-dimethyl-3,4,5,6-tetrahydro-[1,1'-biphenyl]-2-yl)methyl)-3,3-difluoropiperidin-4-yl)thio)-1-oxoisoindolin-2-yl)piperidine-2,6-dione ClC1=CC=C(C=C1)C1=C(CCC(C1)(C)C)CN1CC(C(CC1)SC=1C=C2CN(C(C2=CC1)=O)C1C(NC(CC1)=O)=O)(F)F